2,3-diaza-cyclopropa[a]pentalene-4-carboxylic acid (pyridin-2-ylmethyl)-amide N1=C(C=CC=C1)CNC(=O)C1=C2C=C3C(=C2N=N1)C3